methyl 4-(2-chloro-N-methylacetamido)-3-(difluoromethoxy)-5-(methylamino)benzoate ClCC(=O)N(C)C1=C(C=C(C(=O)OC)C=C1NC)OC(F)F